C(#N)C1=C(O[C@@H]2CN(CC2)C(=O)OC(C)(C)C)C=CC(=C1)C1=C2C(=NC=C1)NC(=C2)C2=CC=C(C=C2)N2CCOCC2 (S)-tert-butyl 3-(2-cyano-4-(2-(4-morpholinophenyl)-1H-pyrrolo[2,3-b]pyridin-4-yl)phenoxy)pyrrolidine-1-carboxylate